(R)-(3-Methyl-1-(2-(5-phenyl-3-(3-(((3-(trifluoromethyl)phenyl)sulfonyl)oxy)benzeneyl)-1H-pyrazol-1-yl)acetamido)butyl)boronic acid CC(C[C@H](NC(CN1N=C(C=C1C1=CC=CC=C1)C1=CC(=CC=C1)OS(=O)(=O)C1=CC(=CC=C1)C(F)(F)F)=O)B(O)O)C